3-(prop-2-enamido)benzoic acid C(C=C)(=O)NC=1C=C(C(=O)O)C=CC1